[3-(CYCLOBUTOXYMETHYL)PHENYL]BORANEDIOL C1(CCC1)OCC=1C=C(C=CC1)B(O)O